(R)-(4-(4-amino-6-(6-ethynyl-5-fluoro-4-methylpyridin-3-yl)-7-methyl-7H-pyrrolo[2,3-d]pyrimidin-5-yl)cyclohex-3-en-1-yl)(pyrrolidin-1-yl)methanone NC=1C2=C(N=CN1)N(C(=C2C2=CC[C@@H](CC2)C(=O)N2CCCC2)C=2C=NC(=C(C2C)F)C#C)C